3-amino-N-(2-{9-amino-1,4-dioxa-7-azaspiro[4.4]nonan-7-yl}-3-fluoro-5,6,7,8-tetrahydroquinolin-6-yl)-5-fluoro-6-methylthieno[2,3-b]pyridine-2-carboxamide NC1=C(SC2=NC(=C(C=C21)F)C)C(=O)NC2CC=1C=C(C(=NC1CC2)N2CC1(OCCO1)C(C2)N)F